[Na+].NC(C)(S(=O)(=O)[O-])N diaminoethanesulfonic acid sodium salt